FC1=CC=C(C=C1)C1=CC=C(C=C1)O 4-fluoro-4'-hydroxybiphenyl